COC(=O)C=1C=C(C=CC1)N1N=C(C(C1=O)C(=O)[O-])C 1-(3-(methoxycarbonyl) phenyl)-3-methyl-5-oxo-4,5-dihydro-1H-pyrazole-4-carboxylate